(S)-N-(2-propynyl)-2,3-dihydro-inden-1-amine C(C#C)N[C@H]1CCC2=CC=CC=C12